O=C1NC2CN(C(C1)C2)C(=O)OC(C)(C)C tert-butyl 3-oxo-2,6-diazabicyclo[3.2.1]octane-6-carboxylate